ClC1=C(C=C2C(=C(N(C2=C1F)C)C1=NC(=NN1)[C@@H](CN(C)C)OC)N1C=NC=C1)OC (R)-2-(5-(6-chloro-7-fluoro-3-(1H-imidazol-1-yl)-5-methoxy-1-methyl-1H-indol-2-yl)-1H-1,2,4-triazol-3-yl)-2-methoxy-N,N-dimethylethan-1-amine